C(C=C)C1=CC=CC1 allyl-(cyclopentadiene)